4-Methylsulfanyl-N-phenyl-piperidine-1-carboxamide CSC1CCN(CC1)C(=O)NC1=CC=CC=C1